2,3,7,8,12,13,17,18-octaethyl-21H,23H-porphine palladium(II) [Pd+2].C(C)C1=C2NC(=C1CC)C=C1C(=C(C(=N1)C=C1C(=C(C(N1)=CC=1C(=C(C(N1)=C2)CC)CC)CC)CC)CC)CC